C(C)B1OCCO1 ethyl-1,3,2-dioxaborolane